ClC1=CC(=NC(=N1)OC[C@H]1N(C[C@@H](C1)F)C1CC1)N1C[C@@](CCC1)(O)C (3R)-1-(6-chloro-2-{[(2S,4R)-1-cyclopropyl-4-fluoropyrrolidin-2-yl]methoxy}pyrimidin-4-yl)-3-methylpiperidin-3-ol